N,N-Dimethyldodecan-1-amine N-oxid C[N+](CCCCCCCCCCCC)(C)[O-]